cyclopentyl-(4-(3-((7-hydroxy-4,5,6,7-tetrahydrobenzo[d]thiazol-2-yl)amino)-2-methylbenzyl)piperazin-1-yl)methanone C1(CCCC1)C(=O)N1CCN(CC1)CC1=C(C(=CC=C1)NC=1SC2=C(N1)CCCC2O)C